methyl 5-bromo-4-(2-(3-((tert-butyldiphenylsilyl)oxy)-6-methoxypyridin-2-yl)vinyl)-2-(methoxymethoxy)benzoate BrC=1C(=CC(=C(C(=O)OC)C1)OCOC)C=CC1=NC(=CC=C1O[Si](C1=CC=CC=C1)(C1=CC=CC=C1)C(C)(C)C)OC